N[C@H]1CCC2=CC(=CC=C12)N1C(=NC=2C1=NC(=CC2)C2=NN(N=C2)C)C=2C(=NC=CC2)N (S)-3-(3-(1-amino-2,3-dihydro-1H-inden-5-yl)-5-(2-methyl-2H-1,2,3-triazol-4-yl)-3H-imidazo[4,5-b]pyridin-2-yl)pyridin-2-amine